N-(4-chlorobenzyl)-2-phenylacetamide ClC1=CC=C(CNC(CC2=CC=CC=C2)=O)C=C1